NC1=CC(=C(CCN2[C@@H](O[C@H](C2)C)C=2C(=NN(C2)C2=CC=C(C=C2)Br)C2=CNC=C2)C=C1)F (2S,5S)-3-(4-amino-2-Fluorophenethyl)-2-(1-(4-bromophenyl)-3-(1H-pyrrol-3-yl)-1H-pyrazol-4-yl)-5-methyloxazolidine